2-[4-benzyloxy-1-(4-fluorophenyl)-3-(4-methoxycarbonyl-phenyl)indol-2-yl]-2-methyl-propanoic acid C(C1=CC=CC=C1)OC1=C2C(=C(N(C2=CC=C1)C1=CC=C(C=C1)F)C(C(=O)O)(C)C)C1=CC=C(C=C1)C(=O)OC